(S)-4-(5-chloro-2-((1-cyclopropyl-1H-pyrazol-4-yl)amino)pyrimidin-4-yl)-N-(1-cyanoethyl)benzamide ClC=1C(=NC(=NC1)NC=1C=NN(C1)C1CC1)C1=CC=C(C(=O)N[C@@H](C)C#N)C=C1